methyl 2-(2-fluoro-3-(1-(4-fluoro-3-(4-fluoro-3-((6-fluoro-4-(methylsulfonyl)-1-tosyl-1H-indol-5-yl)oxy)phenyl)-1H-pyrazol-1-yl)ethyl)phenyl)acetate FC1=C(C=CC=C1C(C)N1N=C(C(=C1)F)C1=CC(=C(C=C1)F)OC=1C(=C2C=CN(C2=CC1F)S(=O)(=O)C1=CC=C(C)C=C1)S(=O)(=O)C)CC(=O)OC